N-(6-(difluoromethyl)pyridin-3-yl)-4-methyl-6-(1-methyl-1H-imidazol-5-yl)pyrimidine-2-carboxamide FC(C1=CC=C(C=N1)NC(=O)C1=NC(=CC(=N1)C)C1=CN=CN1C)F